2-(5-fluoro-2-methoxypyridin-4-yl)-3-((S)-7'-methyl-6'-(pyrimidin-2-yl)-3',4'-dihydro-1'H-spiro[pyrrolidine-3,2'-[1,8]naphthyridine]-1-yl)-3-oxopropanenitrile FC=1C(=CC(=NC1)OC)C(C#N)C(=O)N1C[C@@]2(NC3=NC(=C(C=C3CC2)C2=NC=CC=N2)C)CC1